3-amino-5-[4-(trifluoromethoxy)phenyl]Sulfonyl-pyridine-2-carbohydrazide NC=1C(=NC=C(C1)S(=O)(=O)C1=CC=C(C=C1)OC(F)(F)F)C(=O)NN